N-(4-hydroxyphenyl)acetamide OC1=CC=C(C=C1)NC(C)=O